(S)-4-amino-N-(6-bromo-2,3-dihydrobenzofuran-3-yl)-N-methylimidazo[1,5-a]quinoxaline-8-carboxamide NC=1C=2N(C3=CC(=CC=C3N1)C(=O)N(C)[C@@H]1COC3=C1C=CC(=C3)Br)C=NC2